C[C@@]12[C@@](CN(C1)CCCN1C=3N=CC(=CC3OC=3C=C(C=NC13)Br)Br)(COC2)C 2-{3-[(3aR,6aS)-3a,6a-dimethyl-tetrahydrofuro[3,4-c]pyrrol-5-yl]propyl}-6,12-dibromo-9-oxa-2,4,14-triazatricyclo[8.4.0.0^{3,8}]tetradeca-1(10),3(8),4,6,11,13-hexaene